C1=NC=CC2=C1OC1=C2CC(=C1)C(=O)N cyclopenta[4,5]furo[2,3-c]pyridine-6-carboxamide